BrC1=CC2=C(S(CC(C(N2C2=CC(=CC=C2)F)=O)CCC(C)(F)F)(=O)=O)C=C1OC 7-bromo-3-(3,3-difluorobutyl)-5-(3-fluorophenyl)-8-methoxy-2,3-dihydrobenzo[b][1,4]thiazepin-4(5H)-one 1,1-dioxide